C(C(=O)OCC)(=O)OCC(C)(C)OC(C)C1=CCC(C1)(C)C 2-[1-(4,4-dimethyl-1-cyclopenten-1-yl) ethoxy]-2-methylpropyl ethyl oxalate